2,2-Dimethyl-4-(3-methyl-2-oxo-1,3-benzoxazol-6-yl)-N-(4-phenylbutyl)piperidine-1-carboxamide CC1(N(CCC(C1)C1=CC2=C(N(C(O2)=O)C)C=C1)C(=O)NCCCCC1=CC=CC=C1)C